BrC1=C2C(C(N(C2=CC=C1)CC(=O)O)C)(C)C bromo-1-carboxymethyl-2,3,3-trimethylindole